CC1=C(NC=C1C1(CC1)C=1C=NC(=CC1)C(F)(F)F)C(=O)NC(C)C1=NNC(=C1)C 3-methyl-N-[1-(5-methyl-1H-pyrazol-3-yl)ethyl]-4-{1-[6-(trifluoromethyl)pyridine-3-yl]cyclopropyl}-1H-pyrrole-2-carboxamide